(S)-3-chloro-1'-((2-(trimethylsilyl)ethoxy)methyl)-5,7-dihydrospiro[cyclopenta[b]pyridine-6,3'-pyrrolo[2,3-b]pyridin]-2'(1'H)-one ClC=1C=C2C(=NC1)C[C@@]1(C(N(C3=NC=CC=C31)COCC[Si](C)(C)C)=O)C2